COC1=C(C=CC(=C1)C=CC(CC(C=CC1=CC=C(C=C1)O)=O)=O)[O-] 2-methoxy-4-[7-(4-hydroxyphenyl)-3,5-dioxohepta-1,6-dieneyl]phenolate